methyl 3-bromo-5-fluoro-4-hydroxybenzoate BrC=1C=C(C(=O)OC)C=C(C1O)F